6-(1-(1-(3,3-difluoropiperidine-4-carbonyl)piperidin-4-yl)-1H-pyrazol-4-yl)-4-methoxypyrazolo[1,5-a]pyridine-3-carbonitrile FC1(CNCCC1C(=O)N1CCC(CC1)N1N=CC(=C1)C=1C=C(C=2N(C1)N=CC2C#N)OC)F